O[C@@H](C(=O)OC)CCCCCCCC |r| Methyl (±)-2-hydroxydecanoate